5-(2,4-dichloro-5-(pyridin-2-yl)benzamido)-N-(3-(4-(2-(4-(4-((2,6-dioxopiperidin-3-yl)amino)phenyl)piperidin-1-yl)-2-oxoethyl)phenyl)propyl)-1-phenyl-1H-pyrazole-3-carboxamide ClC1=C(C(=O)NC2=CC(=NN2C2=CC=CC=C2)C(=O)NCCCC2=CC=C(C=C2)CC(=O)N2CCC(CC2)C2=CC=C(C=C2)NC2C(NC(CC2)=O)=O)C=C(C(=C1)Cl)C1=NC=CC=C1